C(C)(C)(C)OC(=O)N1CCC2(CCCN2CC=2C(=NC(=CC2)C(F)(F)F)CC(=O)OCC)CC1 1-((2-(2-ethoxy-2-oxoethyl)-6-(trifluoromethyl)pyridin-3-yl)methyl)-1,8-diazaspiro[4.5]Decane-8-carboxylic acid tert-butyl ester